C(C)(C)(C)N(C(O)=O)C=1SC=C(N1)C=CC1=CC=C(C=C1)N1CCOCC1.NC=1C=NC2=CC=CC=C2C1NCC(C)C 3-amino-4-(2-methylpropylamino)quinoline tert-butyl-(4-(4-morpholinostyryl)thiazol-2-yl)carbamate